4-((23-azido-3,6,9,12,15,18,21-heptaoxatricosyl)amino)-2-(2,6-dioxopiperidin-3-yl)isoindoline-1,3-dione N(=[N+]=[N-])CCOCCOCCOCCOCCOCCOCCOCCNC1=C2C(N(C(C2=CC=C1)=O)C1C(NC(CC1)=O)=O)=O